C(C)(C)(C)OC(=O)N(C=1C=2N(N=C(C1)Cl)C(=CN2)C(=O)O)C 8-[(tert-butoxycarbonyl)(methyl)amino]-6-chloroimidazo[1,2-b]pyridazine-3-carboxylic acid